3-(4-(methylsulfonyl)-1-oxo-7-(trifluoromethyl)isoindolin-2-yl)piperidine-2,6-dione CS(=O)(=O)C1=C2CN(C(C2=C(C=C1)C(F)(F)F)=O)C1C(NC(CC1)=O)=O